tetrabutylammonium tert-butyl-{2-[({[(2S,5R)-7-oxo-6-(sulfooxy)-1,6-diazabicyclo-[3.2.1]oct-2-yl]carbonyl}amino)oxy]ethyl}propylcarbamate C(C)(C)(C)OC(N(CCC)CCONC(=O)[C@H]1N2C(N([C@H](CC1)C2)OS(=O)(=O)O)=O)=O.C(CCC)[N+](CCCC)(CCCC)CCCC